Cl.N1[C@@H](CC1)C(=O)N1CCN(CC1)C(=O)C1=C(C=C(C=C1)NC=1C=2N(C=CN1)C(=CN2)C2=CC=C(C=C2)OC(F)F)C [4-[(2S)-azetidine-2-carbonyl]piperazin-1-yl]-[4-[[3-[4-(difluoromethoxy)phenyl]imidazo[1,2-a]pyrazin-8-yl]amino]-2-methyl-phenyl]methanone hydrochloride